(1r,4r)-4-(3-Chloroanilino)-2'-(2,3-dihydro-1-benzofuran-6-yl)-2',3'-dihydrospiro[cyclohexane-1,1'-indene]-4-carboxylic acid ClC=1C=C(NC2(CCC3(C(CC4=CC=CC=C34)C3=CC4=C(CCO4)C=C3)CC2)C(=O)O)C=CC1